C1(CC1)C1=NC=NC(=C1C=1N=C(C=2C(N1)=NC(CC2)=O)OC)OC 2-(4-cyclopropyl-6-methoxypyrimidin-5-yl)-4-methoxypyrido[2,3-d]pyrimidin-7-one